ClC1=NC=CC(=C1)C(C(=O)O)(C(C)C)C 2-(2-chloropyridin-4-yl)-2,3-dimethylbutyric acid